N1CC(OCC1)OC(C1=CC=CC=C1)=O.C(=C\C)/[13C@@H]1C[C@@]12C(CCC2)=O |r| (1SR,3RS)-1-((E)-prop-1-en-1-yl)spiro[2.4]heptan-4-one-13C morpholin-2-yl-benzoate